C1(=CC=CC2=CC=CC=C12)C(=O)N1CC=2N=C(N=C(C2C1)N1C[C@@H](N(CC1)C(C=C)=O)CC#N)OC[C@H]1N(CCC1)C 2-((S)-4-(6-(1-naphthoyl)-2-(((S)-1-methylpyrrolidin-2-yl)methoxy)-6,7-dihydro-5H-pyrrolo[3,4-d]pyrimidin-4-yl)-1-acryloylpiperazin-2-yl)acetonitrile